COC(=O)C1C(C[C@]2(CC(C3=C(C=CC=C23)Cl)(C(F)(F)F)O)CC1)=O (1R)-4'-chloro-3'-hydroxy-3-oxo-3'-(trifluoromethyl)-2',3'-dihydrospiro[cyclohexane-1,1'-indene]-4-carboxylic acid methyl ester